OC=1C(=NC2=CC=CC=C2C1)C1C(C2=CC=CC=C2C1=O)=O 2-(3-hydroxyquinolin-2-yl)-1H-indene-1,3(2H)-dione